3-bromo-7-hydroxy-2,2-dimethylchroman-4-one BrC1C(OC2=CC(=CC=C2C1=O)O)(C)C